C[C@H]1N(C[C@@H]1CS(=O)(=O)C)C=O ((2R,3S)-2-methyl-3-((methylsulfonyl)methyl)azetidin-1-yl)methanone